(3R,4S)-3-cyclopropyl-4-methyl-1-[6-(5-methyl-1,3-thiazol-2-yl)pyrrolo[1,2-b]pyridazin-4-yl]-2-oxopyrrolidine-3-carbonitrile C1(CC1)[C@]1(C(N(C[C@H]1C)C=1C=2N(N=CC1)C=C(C2)C=2SC(=CN2)C)=O)C#N